N-(1-Amino-3-hydroxy-2-methyl-1-oxopropan-2-yl)-2-methyl-5-(pyridin-2-ylmethoxy)benzofuran-3-carboxamide NC(C(CO)(C)NC(=O)C1=C(OC2=C1C=C(C=C2)OCC2=NC=CC=C2)C)=O